1H-pyrrolo[3,2-c]pyridin-6-amine N1C=CC=2C=NC(=CC21)N